(S)-(S)-1-(3-cyclopropylphenyl)ethanamine hydrochloride Cl.C1(CC1)C=1C=C(C=CC1)[C@H](C)N